OC(C)(C)C1=CC2=C(C(=N1)C1=C(C=CC=C1)OCC(F)(F)F)CN(C2=O)C2=CC=C(C=C2)OCC(F)(F)F 6-(2-hydroxypropan-2-yl)-4-[2-(2,2,2-trifluoroethoxy)phenyl]-2-[4-(2,2,2-trifluoroethoxy)phenyl]-2,3-dihydro-1H-pyrrolo[3,4-c]pyridin-1-one